Fluoroquinolonecarboxylic acid FC1=C(C(NC2=CC=CC=C12)=O)C(=O)O